C[C@H]([C@@H](C(NC)=O)NC(=O)[C@H](CCCNC=1SC=CN1)NC(OC(C)(C)C)=O)CC Tert-butyl N-[(1S)-1-{[(1S,2S)-2-methyl-1-(methylcarbamoyl)butyl]carbamoyl}-4-[(1,3-thiazol-2-yl)amino]butyl]carbamate